(-)-(S)-N-[2-hydroxy-3-(1-piperidinyl)-propoxy]-pyridine-1-oxide OC(CO[N@+]1(CC=CC=C1)[O-])CN1CCCCC1